(S)-3-(5-(1,5-Dimethyl-3-((4-(trifluoromethyl)phenyl)amino)-1H-pyrazol-4-yl)-1,3,4-oxadiazol-2-yl)-3-methylpyrrolidin-2-one CN1N=C(C(=C1C)C1=NN=C(O1)[C@]1(C(NCC1)=O)C)NC1=CC=C(C=C1)C(F)(F)F